6-methoxyoxane COC1CCCCO1